O[C@@H]1[C@H](O[C@H]([C@@H]1O)N1C2=NC(=NC(=C2N=C1)NC([2H])([2H])[2H])C=1C=NC=C(C1)CN1CCOCC1)C(=O)NC([2H])([2H])[2H] (2s,3s,4r,5r)-3,4-dihydroxy-N-(methyl-d3)-5-(6-((methyl-d3)amino)-2-(5-(morpholinomethyl)pyridin-3-yl)-9H-purin-9-yl)tetrahydrofuran-2-carboxamide